but-2-yn-1,4-diol C(C#CCO)O